O=C1NC(CCC1N1C(C2=CC=C(C=C2C1)CNC(=O)C1=CC2=C(O1)C=CC1=CC=CC=C12)=O)=O N-((2-(2,6-Dioxopiperidin-3-yl)-1-oxoisoindolin-5-yl)methyl)naphtho[2,1-b]furan-2-carboxamide